2-(4-fluorophenyl)ethan-1-one FC1=CC=C(C=C1)CC=O